O[C@H](CCNC(=O)C=1C=C2CC(N(C2=CC1)C)=O)CN1CCN(CC1)C1=C(C(=CC=C1)C)OC (R)-N-(3-Hydroxy-4-(4-(2-methoxy-3-methylphenyl)piperazin-1-yl)butyl)-1-methyl-2-oxoindoline-5-carboxamide